N-((1S,4s)-4-((((R)-2-(5-Fluoropyridin-3-yl)-2-hydroxyethyl)amino)methyl)-cyclohexyl)benzamide FC=1C=C(C=NC1)[C@H](CNCC1CCC(CC1)NC(C1=CC=CC=C1)=O)O